(1R,3R,4R)-N-((S)-1-cyano-2-((S)-2-oxopiperidin-3-yl)ethyl)-2-((S)-3-cyclopropyl-2-((5-methylpyridin-3-yl)amino)propanoyl)-5,5-difluoro-2-azabicyclo[2.2.2]octane-3-carboxamide C(#N)[C@H](C[C@H]1C(NCCC1)=O)NC(=O)[C@@H]1N([C@H]2CC([C@@H]1CC2)(F)F)C([C@H](CC2CC2)NC=2C=NC=C(C2)C)=O